O1C(=CC=C1)CNC(OC)=O methyl (2-furylmethyl)carbamate